C(C)NC1=CC=NC2=C(C=CC=C12)S(=O)(=O)NC1=C(C=CC=C1)C#CC=1C=CC(=NC1)C(=O)O 5-[2-(4-Ethylamino-quinoline-8-sulfonylamino)-phenylethynyl]-pyridine-2-carboxylic acid